The molecule is a member of the class of lipid As in which the 1- and 4'-phosphate groups of lipid A are both replaced by 2-aminoethyl diphosphate. It has a role as a bacterial metabolite. It is a member of lipid As and a tetradecanoate ester. It is a conjugate acid of a lipid A 1,4'-bis(2-aminoethyl diphosphate)(3-). CCCCCCCCCCCCCC(=O)O[C@H](CCCCCCCCCCC)CC(=O)O[C@@H]1[C@H]([C@@H](O[C@@H]([C@H]1OP(=O)(O)OP(=O)(O)OCCN)CO)OC[C@@H]2[C@H]([C@@H]([C@H]([C@H](O2)OP(=O)(O)OP(=O)(O)OCCN)NC(=O)C[C@@H](CCCCCCCCCCC)O)OC(=O)C[C@@H](CCCCCCCCCCC)O)O)NC(=O)C[C@@H](CCCCCCCCCCC)OC(=O)CCCCCCCCCCC